4-((1S,6R)-3-methyl-6-(prop-1-en-2-yl)cyclohex-2-enyl)-3,5-bis(trimethylsilyloxy)phenyl trifluoromethanesulfonate FC(S(=O)(=O)OC1=CC(=C(C(=C1)O[Si](C)(C)C)[C@H]1C=C(CC[C@H]1C(=C)C)C)O[Si](C)(C)C)(F)F